C(C)OC(=O)C1=CC=C2C(=N1)NC=N2 3H-imidazo[4,5-b]Pyridine-5-carboxylic acid ethyl ester